5-methylfuran-2-carbonyl chloride CC1=CC=C(O1)C(=O)Cl